dimethylaminopropyl-methacrylamide sulfuric acid salt S(O)(O)(=O)=O.CN(C)CCCC=C(C(=O)N)C